N-(prop-2-yn-1-yl)-5-(4-(trifluoromethyl)phenoxy)-2-naphthamide C(C#C)NC(=O)C1=CC2=CC=CC(=C2C=C1)OC1=CC=C(C=C1)C(F)(F)F